1-phenyl-N4-(propan-2-yl)benzene-1,4-diamine C1(=CC=CC=C1)C1(CC=C(C=C1)NC(C)C)N